4,5,6,7-tetrahydro-2H-indazol N=1NC=C2CCCCC12